FC(C(C)C=1C=C2C(=NC1)N(N=C2C(=O)O)COCC[Si](C)(C)C)(F)F 5-(2,2,2-trifluoro-1-methyl-ethyl)-1-(2-trimethylsilyl-ethoxymethyl)pyrazolo[3,4-b]pyridine-3-carboxylic acid